2-(2-fluorophenyl)-1,3-dimethoxypropane FC1=C(C=CC=C1)C(COC)COC